furo[3,2-c]pyridine-7-carboxylate O1C=CC=2C=NC=C(C21)C(=O)[O-]